[O-]P([O-])(=O)OP(=O)([O-])[O-].[Fe+2].P(O)(O)(O)=O.[Fe+2] phosphoric acid iron pyrophosphate